N[C@H](CCNC(OC(C)(C)C)=O)C1=CC(=CC=C1)Br |r| (±)-tert-butyl N-[3-amino-3-(3-bromophenyl)propyl]carbamate